1-((3R,4S)-3-fluoro-4-((6-fluoro-5-(1-((R)-2-fluoropropyl)-1H-benzo[d][1,2,3]triazol-6-yl)-4-methoxypyrrolo[2,1-f][1,2,4]triazin-2-yl)amino)piperidin-1-yl)ethan-1-one-2,2,2-d3 F[C@@H]1CN(CC[C@@H]1NC1=NN2C(C(=N1)OC)=C(C(=C2)F)C=2C=CC1=C(N(N=N1)C[C@@H](C)F)C2)C(C([2H])([2H])[2H])=O